C1C(CC12CCNCC2)OC2=C(CNC(=O)[C@H]1N(C[C@@H](C1)O)C([C@H](C(C)(C)C)NC(=O)C1(CC1)F)=O)C=CC(=C2)C2=C(N=CS2)C (2S,4R)-N-(2-((7-azaspiro[3.5]nonan-2-yl)oxy)-4-(4-methylthiazol-5-yl)benzyl)-1-((S)-2-(1-fluorocyclopropane-1-carboxamido)-3,3-dimethylbutanoyl)-4-hydroxypyrrolidine-2-carboxamide